BrC1=CC(=NC=C1)[S@@](=O)(C)=NC(OC(C)(C)C)=O tert-butyl (S)-((4-bromopyridin-2-yl)(methyl)(oxo)-λ6-sulfaneylidene)carbamate